ClC=1N=CC(=NC1)C(=O)NC1=CC=C(C=C1)OC1=NS(C2=C1C=CC=C2)(=O)=O 5-chloro-N-(4-((1,1-dioxidobenzo[d]isothiazol-3-yl)oxy)phenyl)pyrazine-2-carboxamide